C(C)(C)(C)[S@](=O)\N=C(/C=1C=NC(=NC1)N1CCN(CC1)C(=O)OC(C)(C)C)\C1=CC=C(C=C1)F tert-Butyl (S,Z)-4-(5-(((tert-butylsulfinyl) imino)-(4-fluorophenyl)methyl)-pyrimidin-2-yl)piperazine-1-carboxylate